Tert-butyl 3-[4-[5-[4-[6-chloro-4-(trifluoromethyl)-2-pyridyl]piperazin-1-yl]sulfonylindoline-1-carbonyl]pyrazol-1-yl]azetidine-1-carboxylate ClC1=CC(=CC(=N1)N1CCN(CC1)S(=O)(=O)C=1C=C2CCN(C2=CC1)C(=O)C=1C=NN(C1)C1CN(C1)C(=O)OC(C)(C)C)C(F)(F)F